r-ethyl-benzene C(C)C1=CC=CC=C1